C(SCCCCCCCCCCCCCCCCC)OB(O)O 2-thia-nonadecyl-boric acid